(1RS,4SR,6SR)-6-((4-nitrobenzoyl)oxy)-2-azabicyclo[2.2.1]heptane-2-carboxylic acid tert-butyl ester C(C)(C)(C)OC(=O)N1[C@H]2[C@H](C[C@@H](C1)C2)OC(C2=CC=C(C=C2)[N+](=O)[O-])=O |r|